Hydroxypropyl disulfide bis(3-mercaptopropionate) SCCC(=O)O.SCCC(=O)O.OCCCSSCCCO